CN1C(=CC(C2=CC=CC=C12)=O)CCC1=CC=CC=C1 1-methyl-2-phenethylquinolin-4(1H)-one